(R)-4-(4-cyclopropyl-2-methoxyphenyl)-N-(piperidin-3-yl)-5,6,7,8-tetrahydrophthalazine C1(CC1)C1=CC(=C(C=C1)C1=NN(CC=2CCCCC12)[C@H]1CNCCC1)OC